N1(C=NC=C1)C=1C=NC2=CC=C(C=C2N1)C(=O)C=1C=C(C=CC1F)NC(=O)NC1=CC(=CC=C1)F 1-(3-(3-(1H-imidazol-1-yl)quinoxaline-6-carbonyl)-4-fluorophenyl)-3-(3-fluorophenyl)urea